ethyl 6-(1-(2-(2-((tert-butoxycarbonyl)amino)ethoxy)-5-fluorophenyl)ethoxy)imidazo[1,2-b]pyridazine-3-carboxylate C(C)(C)(C)OC(=O)NCCOC1=C(C=C(C=C1)F)C(C)OC=1C=CC=2N(N1)C(=CN2)C(=O)OCC